FC1(CC=2C(=NC3=CC=C4C(=C3C2CC1)C=CN4)C4=CC=C(C=C4)O)F 4-(9,9-difluoro-8,9,10,11-tetrahydro-3H-pyrrolo[3,2-a]phenanthridin-7-yl)phenol